N,N-di(2-hydroxypropyl)benzamide 6-(4-(5-Oxo-2-phenyl-5,6-dihydropyrimido[4,5-d]pyridazin-4-ylamino)phenyl)-6-azaspiro[2.5]octan-1-carboxylat O=C1C2=C(C=NN1)N=C(N=C2NC2=CC=C(C=C2)N2CCC1(CC1C(=O)O)CC2)C2=CC=CC=C2.OC(CN(C(C2=CC=CC=C2)=O)CC(C)O)C